CN(C)C=C1CN(CCCC1=O)C(=O)OCC1=CC=CC=C1 benzyl 3-((dimethylamino)methylene)-4-oxoazepane-1-carboxylate